methanesulfonic acid anion CS(=O)(=O)[O-]